[Na].O1C=COC=C1 dioxin, sodium salt